4-[3-[3-ethyl-4-[2-[(2R,4S)-2-methyl-4-piperidinyl]ethoxy]phenyl]-4,4-dimethyl-5-oxo-2-thioxo-imidazolidin-1-yl]-2-(trifluoromethyl)benzonitrile C(C)C=1C=C(C=CC1OCC[C@@H]1C[C@H](NCC1)C)N1C(N(C(C1(C)C)=O)C1=CC(=C(C#N)C=C1)C(F)(F)F)=S